6-bromo-2-((4,4-dimethylpiperidin-1-yl)methyl)-1H-indole-1-carboxylic acid tert-butyl ester C(C)(C)(C)OC(=O)N1C(=CC2=CC=C(C=C12)Br)CN1CCC(CC1)(C)C